C(C1=CN=CC=C1)N[C@@H](CO)C(=O)O nicotinyl-L-serine